5-(3-(((S)-1-(1H-tetrazol-1-yl)propan-2-yl)oxy)-4-chlorophenyl)-N-(3-(2-(1-methyl-1H-pyrazol-5-yl)ethoxy)-1-((1r,4r)-4-morpholinocyclohexyl)-1H-pyrazol-4-yl)pyrimidin-2-amine N1(N=NN=C1)C[C@H](C)OC=1C=C(C=CC1Cl)C=1C=NC(=NC1)NC=1C(=NN(C1)C1CCC(CC1)N1CCOCC1)OCCC1=CC=NN1C